6'-fluoro-N-(4-fluoro-3-((2-hydroxy-2-methylpropyl)carbamoyl)benzyl)-1'-methyl-4'-oxo-3',4'-dihydro-1'h-spiro[piperidine-4,2'-quinoline]-1-carboxamide FC=1C=C2C(CC3(N(C2=CC1)C)CCN(CC3)C(=O)NCC3=CC(=C(C=C3)F)C(NCC(C)(C)O)=O)=O